4-hydroxy-4-methylpentyl-3-cyclohexen OC(CCCC1CC=CCC1)(C)C